N-(2-methanesulfonyl-5-methylpyridin-3-yl)-2-(trifluoromethyl)pyrimidine-5-carboxamide CS(=O)(=O)C1=NC=C(C=C1NC(=O)C=1C=NC(=NC1)C(F)(F)F)C